(2-((3R,5S)-3,4,5-trimethylpiperazin-1-yl)pyridin-3-yl)methanamine C[C@@H]1CN(C[C@@H](N1C)C)C1=NC=CC=C1CN